3-(4-bromophenyl)-1-(2,2-dimethyl-2,3-dihydrobenzofuran-5-yl)-2-(trifluoromethyl)prop-2-en-1-one BrC1=CC=C(C=C1)C=C(C(=O)C=1C=CC2=C(CC(O2)(C)C)C1)C(F)(F)F